tert-butyl 4-(4-(2-amino-8-chloro-9-oxo-4,9-dihydropyrazolo[5,1-b]quinazolin-3-yl)phenyl)piperazine-1-carboxylate NC1=NN2C(NC=3C=CC=C(C3C2=O)Cl)=C1C1=CC=C(C=C1)N1CCN(CC1)C(=O)OC(C)(C)C